4-((1H-pyrazol-1-yl)methyl)-3-cyclopropyl-2-fluorobenzoic acid N1(N=CC=C1)CC1=C(C(=C(C(=O)O)C=C1)F)C1CC1